COC1=NC=C(C=C1)C 2-methoxy-5-methylpyridin